P(=O)(=O)C(CC(=O)O)(CCC(=O)O)C(=O)O 2-phospho-1,2,4-butanetricarboxylic acid